ClC=1C=C(C=C(C1)C1=CC2=C(C=N1)C=CN2)[C@@H]2COCCN2C(C=C)=O (R)-1-(3-(3-chloro-5-(1H-pyrrolo[3,2-c]pyridin-6-yl)phenyl)morpholino)prop-2-en-1-one